S1(=O)(=O)N(C(=O)C2=CC=CC=C12)[SiH](Cl)Cl saccharinyl-dichlorosilane